F[C@@]1(C[C@H](O)[C@@H](CO)O1)N1C=NC=2C(=O)NC(N)=NC12 2'-deoxyfluoroguanosine